C(CCCCCCC\C=C/C\C=C/CCCCC)(=O)OC(CCCCCC)C\C=C/CCCCCCCCO[Si](C)(C)C(C)(C)C (Z)-18-((tert-Butyldimethylsilyl)oxy)octadec-9-en-7-yl linoleate